2,2,4,4,5,5-Hexamethyl-1,3-diisopropyl-1,3,2,4,5-diazatrisilolidine C[Si]1(N([Si]([Si](N1C(C)C)(C)C)(C)C)C(C)C)C